N-(3-aminopropyl)-N-dodecyl-1,3-propanediamine NCCCN(CCCN)CCCCCCCCCCCC